(S)-((pentane-1,5-diylbis(oxy))bis(2-amino-5-methoxy-4,1-phenylene))bis(((S)-2-(hydroxymethyl)-4-methylenepyrrolidin-1-yl)methanone) C(CCCCOC1=CC(=C(C=C1OC)C(=O)N1[C@@H](CC(C1)=C)CO)N)OC1=CC(=C(C=C1OC)C(=O)N1[C@@H](CC(C1)=C)CO)N